C(C)(C)(C)C=1N(C=CN1)CC1=CC=C(C=C1)C=1C(=CC=C(C1)CC(C)C)S(=O)(=O)NC=1C(=NC=NC1)OC 4'-((2-(Tert-butyl)-1H-imidazol-1-yl)methyl)-5-isobutyl-N-(4-methoxypyrimidin-5-yl)-[1,1'-biphenyl]-2-sulfonamide